tert-butyl [(2S)-1-{5-[2-(2-ethoxyethoxy)ethoxy]pyridin-2-yl}-3-hydroxypropan-2-yl]carbamate C(C)OCCOCCOC=1C=CC(=NC1)C[C@@H](CO)NC(OC(C)(C)C)=O